3-(2-aminopyrimidin-5-yl)-9-(1-((6-chloro-2-(2-(methyl-d3)-2H-tetrazol-5-yl)pyridin-3-yl)amino)ethyl)-4,7-dimethylimidazo[1,5-a]quinazolin-5(4H)-one NC1=NC=C(C=N1)C=1N=CN2C1N(C(C1=CC(=CC(=C21)C(C)NC=2C(=NC(=CC2)Cl)C=2N=NN(N2)C([2H])([2H])[2H])C)=O)C